N-{3-[2-(3,4-dichlorophenoxy)acetylamino]-bicyclo[1.1.1]pentan-1-yl}acetamide ClC=1C=C(OCC(=O)NC23CC(C2)(C3)NC(C)=O)C=CC1Cl